ClC1=CC=C(C=C1)C(C(=O)N[C@@H]([C@H](C)CC)C(=O)N[C@H](CCC(=O)O)C(=O)O)(C)C (2-(4-chlorophenyl)-2-methylpropanoyl)-L-alloisoleucyl-D-glutamic acid